1-(5-(pyrrolidin-3-yl)thiophen-2-yl)-2-((2-(trifluoromethyl)quinazolin-4-yl)thio)ethan-1-one hydrochloride Cl.N1CC(CC1)C1=CC=C(S1)C(CSC1=NC(=NC2=CC=CC=C12)C(F)(F)F)=O